C1(CC1)C=1N=CN2C1CN(CC1=C2C=C(C(=C1)F)C(=O)NC1=NC(=CC=C1)C1=NN=CN1C(C)C)C(C(C)(C)C)=O 3-cyclopropyl-8-fluoro-N-[6-(4-isopropyl-4H-1,2,4-triazol-3-yl)pyridin-2-yl]-5-pivaloyl-5,6-dihydro-4H-benzo[f]imidazo[1,5-a][1,4]diazepine-9-carboxamide